OC=1C(=NC(=CC1)C)C(=O)NCCCC[C@@H](C=1NC(=CN1)C=1C(=NC2=CC=CC=C2C1)OC)NC(=O)C1=CN=CS1 (S)-N-(5-(3-hydroxy-6-methylpicolinamido)-1-(5-(2-methoxyquinolin-3-yl)-1H-imidazol-2-yl)pentyl)thiazole-5-carboxamide